N[C@@H](C(C)C)C(=O)OC[C@H]1O[C@H]([C@]([C@@H]1OCOC(C(C)(C)C)=O)(C)F)N1C2=NC(=NC(=C2N=C1)NC)N ((2R,3R,4R,5R)-5-(2-amino-6-(methylamino)-9H-purin-9-yl)-4-fluoro-4-methyl-3-((pivaloyloxy)methoxy) tetrahydrofuran-2-yl)methyl L-valinate